C(C1=CC=CC=C1)C1=C(C=CC(=C1)OC)S(=O)(=O)N benzyl-4-methoxybenzenesulfonamide